C(C1=CC=CC=C1)OC1=C(N(C2=CC=CC(=C12)F)C1=CC(=C(C=C1)F)C)C(C)C (benzyloxy)-4-fluoro-1-(4-fluoro-3-methylphenyl)-2-isopropyl-1H-indole